1-Methyl-2-(6-trifluoromethoxy-benzothiazol-2-ylamino)-1H-benzoimidazole-5-carboxylic acid (tetrahydro-furan-2-ylmethyl)-amide O1C(CCC1)CNC(=O)C1=CC2=C(N(C(=N2)NC=2SC3=C(N2)C=CC(=C3)OC(F)(F)F)C)C=C1